methyl-N-(5-(3-(7-phenyl-1H-imidazo[4,5-c]pyridin-2-yl)-1H-indazol-5-yl)pyridin-3-yl)butanamide CC(C(=O)NC=1C=NC=C(C1)C=1C=C2C(=NNC2=CC1)C=1NC2=C(C=NC=C2C2=CC=CC=C2)N1)CC